(2R,3R,4R)-2-(6-amino-2-(oct-1-yn-1-yl)-8-(thiophen-2-yl)-9H-purin-9-yl)tetrahydrofuran-3,4-diyl diacetate C(C)(=O)O[C@H]1[C@@H](OC[C@H]1OC(C)=O)N1C2=NC(=NC(=C2N=C1C=1SC=CC1)N)C#CCCCCCC